(R)-5-cyclopropyl-2-((6-fluoro-2-methylpyridin-3-yl)oxy)-4-methyl-N-(3-(S-methylsulfonimidoyl)phenyl)nicotinamide C1(CC1)C=1C=NC(=C(C(=O)NC2=CC(=CC=C2)[S@@](=O)(=N)C)C1C)OC=1C(=NC(=CC1)F)C